OC=1C=CC(=C(NC2=NC(=NC=C2)NC=2C=C(C=CC2)S(=O)(=O)N)C1)C 3-[[4-(5-Hydroxy-2-methylanilino)pyrimidin-2-yl]amino]benzenesulfonamide